FC(C(=O)O)(F)F.N1=NC=CC2=CC=CC=C12 cinnoline trifluoroacetate